NCCC=1C=C2CN(C(C2=CC1)=O)N1C(NC(CC1)=O)=O 1-(5-(2-aminoethyl)-1-oxoisoindolin-2-yl)dihydropyrimidine-2,4(1h,3h)-dione